N-((2S,3S,4R)-1-{[(1S,2R,3S,4S,5R)-5-(ethoxymethyl)-2,3,4-trihydroxycyclohexyl]oxy}-3,4-Dihydroxyoctadecane-2-yl)-11-(4-fluorophenyl)undecaneamide C(C)OC[C@@H]1[C@@H]([C@@H]([C@H]([C@H](C1)OC[C@@H]([C@@H]([C@@H](CCCCCCCCCCCCCC)O)O)NC(CCCCCCCCCCC1=CC=C(C=C1)F)=O)O)O)O